4-[Methyl-[3-(4-pyridyl)-1H-indazol-5-yl]amino]benzene-1,3-dicarbonitrile CN(C1=C(C=C(C=C1)C#N)C#N)C=1C=C2C(=NNC2=CC1)C1=CC=NC=C1